2-chloro-11-(1-piperazinyl)dibenzo[b,f][1,4]oxazepine ClC=1C=CC2=C(C(=NC3=C(O2)C=CC=C3)N3CCNCC3)C1